4-((4,4-Difluorocyclohexyl)-oxy)-1-methoxy-2-nitrobenzene FC1(CCC(CC1)OC1=CC(=C(C=C1)OC)[N+](=O)[O-])F